(3aR,5s,6aS)-2-(((R)-tetrahydro-2H-pyran-3-yl)methyl-d2)-N-(6-(2-(trifluoromethyl)pyridin-3-yl)pyridazin-3-yl)octahydrocyclopenta[c]pyrrol-5-amine O1C[C@H](CCC1)C(N1C[C@@H]2[C@H](C1)CC(C2)NC=2N=NC(=CC2)C=2C(=NC=CC2)C(F)(F)F)([2H])[2H]